(2S,5'R)-7-chloro-3',4-dimethoxy-5'-methyl-6-(3-methyl-1,2,4-oxadiazol-5-yl)spiro[benzofuran-2,4'-cyclohex-2-ene]-1',3-dione ClC1=C(C=C(C=2C([C@]3(C(=CC(C[C@H]3C)=O)OC)OC21)=O)OC)C2=NC(=NO2)C